1-((4-((3r,5r,7r)-adamantan-1-yl)phenyl)sulfonyl)-N-hydroxypiperidine-2-carboxamide C12(CC3CC(CC(C1)C3)C2)C2=CC=C(C=C2)S(=O)(=O)N2C(CCCC2)C(=O)NO